C1(CC1)C1=NN2C(N(C(=C(C2=O)N2CCN(CC2)C(=O)C2=NC=NC(=C2O)C)CC)CC(=O)NC2=C(C=C(C=C2)C(F)(F)F)C)=N1 2-(2-cyclopropyl-5-ethyl-6-(4-(5-hydroxy-6-methylpyrimidine-4-carbonyl)piperazin-1-yl)-7-oxo-[1,2,4]triazolo[1,5-a]pyrimidin-4(7H)-yl)-N-(2-methyl-4-(trifluoromethyl)phenyl)acetamide